[B](F)F.C1(=CC=CC=C1)C(CC(=O)C1=CC=C(C=C1)OC)=O 1-phenyl-3-(p-methoxyphenyl)propane-1,3-dione boron difluoride